CN1C(SC2=C1C=CC=C2)=O 3-Methyl-2-benzothiazolinone